ClC=1C(=C2CCCCN2C1C(C(=O)N[C@@H]1[C@@H](CCC1)O)=O)C(=O)NC1=CC(=C(C=C1)F)F 2-chloro-N-(3,4-difluorophenyl)-3-(2-(((1S,2R)-2-hydroxycyclopentyl)amino)-2-oxoacetyl)-5,6,7,8-tetrahydroindolizine-1-carboxamide